N(=C=O)C1=C(C=C(C=C1)NC(C=C)=O)C(F)(F)F N-(4-isocyanato-3-(trifluoromethyl)phenyl)acrylamide